ON1C(SC=C1C1=CC=CC=C1)=S 3-hydroxy-4-phenylthiazole-2(3H)-thione